6-[4-[cis-5-methyl-2,3,3a,4,6,6a-hexahydropyrrolo[2,3-c]pyrrol-1-yl]-6,7-difluoro-8-(methylamino)-9H-pyrido[2,3-b]indol-3-yl]-1-methyl-4-oxo-1,8-naphthyridine-3-carboxylic acid CN1C[C@@H]2[C@H](C1)CCN2C2=C(C=NC=1NC3=C(C(=C(C=C3C12)F)F)NC)C=1C=C2C(C(=CN(C2=NC1)C)C(=O)O)=O